5-(2-Methylphenyl)-3-(4-(4-methylpiperazin-1-yl)phenyl)-1H-pyrazolo[4,3-c]pyridazin-6(5H)-on CC1=C(C=CC=C1)N1N=C2C(=CC1=O)NN=C2C2=CC=C(C=C2)N2CCN(CC2)C